ClC1=C(C=C(C=C1)N(C(=O)C1N(NC(C1)=O)C1=NC(=CC(=N1)C)C(F)(F)F)CC#CC=1C=NC=NC1)C N-(4-chloro-3-methylphenyl)-2-(4-methyl-6-(trifluoromethyl)pyrimidin-2-yl)-5-oxo-N-(3-(pyrimidin-5-yl)prop-2-yn-1-yl)pyrazolidine-3-carboxamide